CC(CCOC(CCC#N)OCCC(CCC=C(C)C)C)CCC=C(C)C 4,4-bis((3,7-dimethyloct-6-en-1-yl)oxy)butanenitrile